1,3-dimethyl-5-aminobenzene CC1=CC(=CC(=C1)N)C